tert-Butyl (3aS,5R,6aR)-3a-methyl-5-((6-(4-(trifluoromethyl)pyridin-3-yl)pyridazin-3-yl)amino)hexahydrocyclopenta[c]pyrrole-2(1H)-carboxylate C[C@]12[C@H](CN(C1)C(=O)OC(C)(C)C)C[C@H](C2)NC=2N=NC(=CC2)C=2C=NC=CC2C(F)(F)F